C(C1=CC=CC=C1)N1C[C@H]([C@@H](CC1)C)CNC=1C2=C(N=CN1)N(C=C2)S(=O)(=O)C2=CC=C(C)C=C2 (3R,4R)-(1-benzyl-4-methylpiperidin-3-yl)methyl-(7-tosylpyrrolo[2,3-d]pyrimidin-4-yl)amine